C(#N)C=1C=NN2C1C(=CC(=C2)OC[C@H]2CN(CCO2)C(=O)OC(C)(C)C)C2=NC=C(N=C2)N2CC1N(C(C2)C1)CC=1C=NC(=CC1)OC tert-butyl (2R)-2-(((3-cyano-4-(5-(6-((6-methoxypyridin-3-yl)methyl)-3,6-diazabicyclo[3.1.1]heptan-3-yl)pyrazin-2-yl)pyrazolo[1,5-a]pyridin-6-yl)oxy)methyl)morpholine-4-carboxylate